2-methylphenyl diethyl phosphate P(=O)(OC1=C(C=CC=C1)C)(OCC)OCC